ClC1=CC=C(OC2=C(C=C(C=C2F)S(=O)(=O)N2[C@H]([C@@H]3CC[C@H](C2)N3C(=O)OCCOC)C(NO)=O)F)C=C1 (1S,2R,5R)-2-methoxyethyl 3-((4-(4-chlorophenoxy)-3,5-difluoro-phenyl)sulfonyl)-2-(hydroxycarbamoyl)-3,8-diazabicyclo-[3.2.1]octane-8-carboxylate